benzyl {[3-({5-[3-amino-2,6-dioxo-4-(trifluoromethyl)-3,6-dihydropyrimidin-1(2H)-yl]-2-chloro-4-fluorophenyl}sulfanyl)pyridin-2-yl]oxy}acetate NN1C(N(C(C=C1C(F)(F)F)=O)C=1C(=CC(=C(C1)SC=1C(=NC=CC1)OCC(=O)OCC1=CC=CC=C1)Cl)F)=O